2-(4-((tert-butoxycarbonyl)amino)pyridin-2-yl)-2-oxoacetate C(C)(C)(C)OC(=O)NC1=CC(=NC=C1)C(C(=O)[O-])=O